1-(4-benzoyl-phenoxy)-prop-an-2-one C(C1=CC=CC=C1)(=O)C1=CC=C(OCC(C)=O)C=C1